(S)-2-(7a-(((tert-butyldimethylsilyl)oxy)methyl)tetrahydro-1H-pyrrolizin-2(3H)-ylidene)acetic Acid [Si](C)(C)(C(C)(C)C)OC[C@]12CCCN2CC(C1)=CC(=O)O